O1C2=C(OC(C1([2H])[2H])([2H])[2H])C=C(C=C2)OC2(CCN(CC2)C=2C(=C(C=1N(N2)C(C=C(N1)C)=O)C)C)[2H] 7-(4-((2,3-dihydrobenzo[b][1,4]dioxin-6-yl-2,2,3,3-d4)oxy)piperidin-1-yl-4-d)-2,8,9-trimethyl-4H-pyrimido[1,2-b]pyridazin-4-one